N1=C(N=CC=C1)NC(C)=O N-Pyrimidin-2-Ylacetamide